BrC=1N=C(C=C2C1OC(=C(C2=O)C2CC2)SCC)C 8-bromo-3-cyclopropyl-2-(ethylsulfanyl)-6-methyl-4H-pyrano[2,3-c]pyridin-4-one